Butyl 1-(7-cyano-1,6-naphthyridin-2-yl)-3-azabicyclo[4.1.0]heptane-3-carboxylate C(#N)C1=NC=C2C=CC(=NC2=C1)C12CN(CCC2C1)C(=O)OCCCC